CN1C(N(CCCC1)C)=O 1,3-dimethyl-1,3-diazepan-2-one